Cl.C1(CC1)CNC1CCC(CC1)(F)F N-(cyclopropylmethyl)-4,4-difluorocyclohexylamine hydrochloride